O[C@@H]1C[C@H](N(C1)C([C@@H](C(C)C)C1=CC(=NO1)C)=O)C(=O)N[C@@H](CC(=O)O)C1=CC=C(C=C1)C1=C(N=CS1)C (S)-3-((2S,4R)-4-hydroxy-1-((S)-3-methyl-2-(3-methylisoxazol-5-yl)butanoyl)pyrrolidine-2-carboxamido)-3-(4-(4-methylthiazol-5-yl)phenyl)propanoic acid